[Fe].[Co].[Sn].ClC=1C=NC(=C(C(=O)NC2CCC(CC2)CN2C(N(C3=C2C=CC=C3)C=3C=NC(=CC3)OC[C@@H]3N(CCOC3)C)=O)C1)C 5-chloro-2-methyl-N-((1R,4R)-4-((3-(6-(((R)-4-methylmorpholin-3-yl)methoxy)pyridin-3-yl)-2-oxo-2,3-dihydro-1H-benzo[d]imidazol-1-yl)methyl)cyclohexyl)nicotinamide tin-cobalt iron